rhodium tris(triphenylphosphonium) C1(=CC=CC=C1)[PH+](C1=CC=CC=C1)C1=CC=CC=C1.C1(=CC=CC=C1)[PH+](C1=CC=CC=C1)C1=CC=CC=C1.C1(=CC=CC=C1)[PH+](C1=CC=CC=C1)C1=CC=CC=C1.[Rh+3]